2-(4-Aminophenyl)benzoxazole-5-amine NC1=CC=C(C=C1)C=1OC2=C(N1)C=C(C=C2)N